(2,6-Dichloropyridin-4-yl)methyl (S)-2,3-diaminopropanoate dihydrochloride Cl.Cl.N[C@H](C(=O)OCC1=CC(=NC(=C1)Cl)Cl)CN